C(C)(C)(C)OC(NC1=CC(=C(C=C1)[N+](=O)[O-])NCC(F)(F)F)=O (4-nitro-3-((2,2,2-trifluoroethyl)amino)phenyl)carbamic acid tert-butyl ester